BrC1=C(C=CC(=C1)C(F)(F)F)NC(CN1C=2N(C(C(=C1CC)N1CCNCC1)=O)N=C(N2)C=2CCOCC2)=O N-(2-bromo-4-(trifluoromethyl)phenyl)-2-(2-(3,6-dihydro-2H-pyran-4-yl)-5-ethyl-7-oxo-6-(piperazin-1-yl)-[1,2,4]triazolo[1,5-a]pyrimidin-4(7H)-yl)acetamide